[Si](C)(C)(C(C)(C)C)OCC(CCNC=1SC=C(N1)C(=O)OC)OC methyl 2-[[4-[tert-butyl(dimethyl)silyl]oxy-3-methoxy-butyl]amino]thiazole-4-carboxylate